trifluoroquinoline C1=CC=C2C(=C1)C(=C(C(=N2)F)F)F